FC(C1=CC=CC(=N1)NC(=O)C1=CC2=CN(N=C2C=C1OCC1=CC=C(C=C1)OC)C1CCOCC1)F N-(6-(Difluoromethyl)pyridin-2-yl)-6-((4-methoxybenzyl)oxy)-2-(tetrahydro-2H-pyran-4-yl)-2H-indazole-5-carboxamide